F[C@@H]1CN(CC[C@@H]1OC)C1=NC(=NC=N1)NC=1N=CC2=C(N=CC(=C2C1)C(C)C)N1[C@H]([C@@H](C1)CS(=O)(=O)C)C N-(4-((3R,4S)-3-fluoro-4-methoxypiperidin-1-yl)-1,3,5-triazin-2-yl)-5-isopropyl-8-((2S,3R)-2-methyl-3-((methanesulfonyl)methyl)azetidin-1-yl)-2,7-naphthyridin-3-amine